(Z)-1-hydroxy-1-phenyl-1-dodecen-3-one O\C(=C/C(CCCCCCCCC)=O)\C1=CC=CC=C1